2-mercaptoethyl-sulfonate sodium salt [Na+].SCCS(=O)(=O)[O-]